NCC1=NNC(C2=CC=C(C=C12)C=1C=NN(C1C1=C2COCC2=CC=C1C1COC1)C)=O (M)-4-(aminomethyl)-6-(1-methyl-5-(5-(oxetan-3-yl)-1,3-dihydroisobenzofuran-4-yl)-1H-pyrazol-4-yl)phthalazin-1(2H)-one